[6-(6-fluoro-3-pyridyl)-2-pyridyl]methanol FC1=CC=C(C=N1)C1=CC=CC(=N1)CO